5-amino-2-bromo-N-[(dimethylamino)methylene]benzenesulfonamide NC=1C=CC(=C(C1)S(=O)(=O)N=CN(C)C)Br